C1(=CC=CC=C1)NCCCNC1=CC=CC=C1 1,3-bis(phenylamino)propane